glycinyloxypropyltrimethoxysilane NCC(=O)OCCC[Si](OC)(OC)OC